tert-Butyl 4-(2-(4,4-difluoropiperidin-1-yl)ethoxy)phenethylcarbamate FC1(CCN(CC1)CCOC1=CC=C(CCNC(OC(C)(C)C)=O)C=C1)F